Isopropyl (1S,3S)-3-((5-bromo-3-(trifluoromethyl)pyridin-2-yl)oxy)cyclohexane-1-carboxylate BrC=1C=C(C(=NC1)O[C@@H]1C[C@H](CCC1)C(=O)OC(C)C)C(F)(F)F